5-((4-Chloro-6-fluoro-1H-indol-5-yl)oxy)-2-fluorobenzonitrile ClC1=C2C=CNC2=CC(=C1OC=1C=CC(=C(C#N)C1)F)F